2,3,4,5,6-pentafluorobenzenenonanamine FC1=C(C(=C(C(=C1F)F)F)F)CCCCCCCCCN